ClC=1C(=CC=C2C=CC=C(C12)C1=CC=C2C(=NC(=NC2=C1)OCC12CCCN2CCC1)N1[C@@H]2CCN([C@@H]2C1)C(C(=C)F)=O)F 1-((1R,5R)-6-(7-(8-chloro-7-fluoronaphthalen-1-yl)-2-((tetrahydro-1H-pyrrolizin-7a(5H)-yl)methoxy)quinazolin-4-yl)-2,6-diazabicyclo[3.2.0]hept-2-yl)-2-fluoroprop-2-en-1-one